C(C)N(CCCC1=CC=C(N)C=C1)CCCC1=CC=CC=C1 4-(3-(ethyl(3-phenylpropyl)amino)propyl)aniline